CCCCCCCCCCCCCCCCCCCCOC[C@H](COP(=O)([O-])OCC[N+](C)(C)C)OC(=O)CCCCCC/C=C\\C/C=C\\C/C=C\\CCCCC The molecule is a phosphatidylcholine O-40:3 in which the alkyl and acyl groups specified at positions 1 and 2 are eicosyl and (8Z,11Z,14Z)-eicosatrienoyl respectively. It is a phosphatidylcholine O-40:3 and a 2-acyl-1-alkyl-sn-glycero-3-phosphocholine. It derives from an all-cis-icosa-8,11,14-trienoic acid.